((3S,4R)-3-Amino-4-fluoropiperidin-1-yl)(5-chloro-6,7-difluoro-1H-indol-2-yl)methanone N[C@H]1CN(CC[C@H]1F)C(=O)C=1NC2=C(C(=C(C=C2C1)Cl)F)F